O[NH2+]C#N hydroxycyanoammonium